CNC(C1=C(C(=C(C=C1)C(C)(C)C#N)N)F)=O N-methyl-2-fluoro-4-(1,1-dimethyl-cyanomethyl)-aminobenzamide